N,N-di(2-hydroxyethyl)ethylamine OCCN(CCO)CC